FC1=C(C=CC=C1)NC1=NC(=CC(=C1)NC(OC(C)(C)C)=O)C(=O)N1CC2=CC=CC=C2C1 Tert-butyl (2-((2-fluorophenyl)amino)-6-(isoindoline-2-carbonyl)pyridin-4-yl)carbamate